OCCCCCCCCOC1=CC=C(C=C1)CC=O [4-(8-hydroxy-octyloxy)-phenyl]Acetaldehyde